FC(C(=O)O)(F)F.FC(C(=O)O)(F)F.N[C@H](CC1=CC=CC=C1)C(=O)N[C@H](CC(C)C)C(=O)N[C@H](CCCCN)C(=O)N1CCC2(CN(C2)C(C)=O)CC1 7-(D-phenylalanyl-D-leucyl-D-lysyl)-2-acetyl-2,7-diazaspiro[3.5]nonane bistrifluoroacetate